4-[2-(6-chloropyridazin-3-yl)oxyethyl]-1-methylimino-1,4-thiazinane 1-oxide ClC1=CC=C(N=N1)OCCN1CCS(CC1)(=NC)=O